FC([C@H](OC)C=1NC(=CN1)CC1=CC=NC=C1)(F)F (R)-4-((2-(2,2,2-trifluoro-1-methoxyethyl)-1H-imidazol-5-yl)methyl)pyridine